2,3-bis(Glycidyloxymethyl)styrene C(C1CO1)OCC1=C(C=C)C=CC=C1COCC1CO1